benzyl (5R,7R)-5-(((R)-tert-butylsulfinyl)amino)-7-hydroxy-2-azaspiro[3.4]octane-2-carboxylate C(C)(C)(C)[S@@](=O)N[C@H]1C2(CN(C2)C(=O)OCC2=CC=CC=C2)C[C@H](C1)O